FC1=CC=C(C=C1)C1=CC(=C(C=C1)NC(OC(C)(C)C)=O)NC(C1=CC=C(C=C1)S(=O)(=N)C=1C=NC=C(C1)C(=C)C)=O tert-butyl N-[4-(4-fluorophenyl)-2-[[4-[(5-isopropenyl-3-pyridyl)sulfonimidoyl]benzoyl]amino]phenyl]carbamate